C(C)(C)(C)OC(NC1=NN(C(=N1)C(C)N1C(C2=CC=CC=C2C1=O)=O)C1=NC=C(C=C1)Cl)=O N-[1-(5-chloro-2-pyridinyl)-5-[1-(1,3-dioxoisoindolin-2-yl)ethyl]-1,2,4-triazol-3-yl]carbamic acid tert-butyl ester